FC(OC1=C(C=C(C=C1)OC(F)F)C1=NN(C=C1NC(=O)C=1C=NN2C1N=CC=C2)CC=2N=NN(N2)C2CN(C2)C)F N-[3-[2,5-bis(difluoromethoxy)phenyl]-1-[[2-(1-methylazetidin-3-yl)tetrazol-5-yl]methyl]pyrazol-4-yl]pyrazolo[1,5-a]pyrimidine-3-carboxamide